C(C1=CC=CC=C1)OC(=O)[C@H]1NC[C@@](C1)(F)CN(C)C (2S,4R)-4-[(dimethylamino)methyl]-4-fluoropyrrolidine-2-carboxylic acid benzyl ester